N(N)C(=O)C1=CC(=C(C=C1)C1=CC(=NC=C1)C1(CC1)C(=O)N)[N+](=O)[O-] (4-(4-(hydrazinocarbonyl)-2-nitrophenyl)pyridin-2-yl)cyclopropanecarboxamide